CC1=C(C(=NC=C1C(=O)O)C1=NC=C(C=C1)C(=O)O)C dimethyl-2,2'-bipyridine-5,5'-dicarboxylic acid